FC(C1CC2(C1)CCNCC2)(F)F 2-(trifluoromethyl)-7-azaspiro[3.5]nonan